N-(2-ethylamino)-imidazole bromate Br(=O)(=O)O.CCNN1C=NC=C1